FC=1C=C(C=C(C1)C(=O)C=1C=C2N=C(C=NC2=CC1)N1CCOCC1)NC(=O)NC1=CC=C(C=C1)F 1-(3-fluoro-5-(3-morpholinoquinoxaline-6-carbonyl)phenyl)-3-(4-fluorophenyl)urea